2,2,5,5-TETRAMETHYLTETRAHYDROFURAN CC1(OC(CC1)(C)C)C